(E)-N'-(1-(pyridin-4-yl)ethylidene)benzo[d][1,3]dioxole-5-carbohydrazide N1=CC=C(C=C1)\C(\C)=N\NC(=O)C1=CC2=C(OCO2)C=C1